6-(3-amino-6-(3-(azetidin-1-ylmethyl)-4-(tetrahydro-2H-pyran-4-yl)phenyl)-5-fluoropyrazin-2-yl)-4-methylisoquinolin-1(2H)-one NC=1C(=NC(=C(N1)F)C1=CC(=C(C=C1)C1CCOCC1)CN1CCC1)C=1C=C2C(=CNC(C2=CC1)=O)C